N-((1R,3s,5S)-8-Benzyl-8-azabicyclo[3.2.1]octan-3-yl)-2,3,4,9-tetrahydro-1H-carbazol-7-carboxamid C(C1=CC=CC=C1)N1[C@H]2CC(C[C@@H]1CC2)NC(=O)C2=CC=C1C=3CCCCC3NC1=C2